C(C)(C)(C)OC(=O)N1CC(CCC1)C(=O)C1=CC2=CC=C(C(=C2C=C1)CO)OC 3-(5-(hydroxymethyl)-6-methoxy-2-naphthoyl)piperidine-1-carboxylic acid tert-butyl ester